N-(4-fluorophenyl)-2-[3-[[2-[2-(trifluoromethyl)phenyl]acetyl]amino]-1-bicyclo[1.1.1]pentanyl]propanamide FC1=CC=C(C=C1)NC(C(C)C12CC(C1)(C2)NC(CC2=C(C=CC=C2)C(F)(F)F)=O)=O